N-(4'-(2-(4-(methylsulfonyl)phenyl)acetamido)-2'-(trifluoromethyl)-[1,1'-biphenyl]-2-yl)acrylamide CS(=O)(=O)C1=CC=C(C=C1)CC(=O)NC1=CC(=C(C=C1)C1=C(C=CC=C1)NC(C=C)=O)C(F)(F)F